3-Fluoro-N2-(2,2,2-trifluoroethyl)pyridine-2,5-diamine FC=1C(=NC=C(C1)N)NCC(F)(F)F